Cl.Cl.N[C@H]1CS(C2=C(N(C1=O)CC1=CC=C(C=C1)Cl)C=C(C(=C2)F)C=2N=NN(N2)C2CCNCC2)(=O)=O (3R)-3-amino-5-[(4-chlorophenyl)methyl]-8-fluoro-1,1-dioxo-7-[2-(4-piperidyl)tetrazol-5-yl]-2,3-dihydro-1λ6,5-benzothiazepin-4-one dihydrochloride salt